N-[6-(2,5-Dioxo-2,5-dihydro-1H-pyrrol-1-yl)hexanoyl]-L-valyl-L-alanyl-rel-N6-{[(1R,2S)-2-aminocyclopentyl]carbonyl}-L-lysine O=C1N(C(C=C1)=O)CCCCCC(=O)N[C@@H](C(C)C)C(=O)N[C@@H](C)C(=O)N[C@@H](CCCCNC(=O)[C@H]1[C@H](CCC1)N)C(=O)O |o1:27,35,36|